FC1=C(C=C(C=C1)C=1OC2=CC=CC=C2C(C1O)=O)OC 2-(4-fluoro-3-methoxyphenyl)-3-hydroxy-4H-chromen-4-one